tert-butyl (1-(4-(4-(4-(2-((tert-butoxycarbonyl)amino)-3-methylpropanoyl)piperazine-1-carboxamido)-2-oxopyrimidin-1(2H)-yl)-2-methylbenzyl)piperidin-4-yl)carbamate C(C)(C)(C)OC(=O)NC(C(=O)N1CCN(CC1)C(=O)NC1=NC(N(C=C1)C1=CC(=C(CN2CCC(CC2)NC(OC(C)(C)C)=O)C=C1)C)=O)CC